3-((bis(2-hydroxyethyl)amino)methyl)-5,5-dimethylimidazolidine-2,4-dione OCCN(CCO)CN1C(NC(C1=O)(C)C)=O